ClC=1C=C(C=C(C1OC=1C=C2CCN(C(C2=CC1)=O)CC=1C=NC=CC1)Cl)N1N=C(C(NC1=O)=O)C(=O)O 2-(3,5-Dichloro-4-((2-(pyridin-3-ylmethyl)-1-oxo-1,2,3,4-tetrahydroisoquinoline-6-yl)oxy)phenyl)-3,5-dioxo-2,3,4,5-Tetrahydro-1,2,4-triazine-6-carboxylic acid